CC1=C(C=CC=C1C)N1CCN(CC1)C(CN1N=C(C2=C1CCC2)C(=O)N2CCC(CC2)(C)O)=O 1-[4-(2,3-dimethylphenyl)piperazin-1-yl]-2-[3-(4-hydroxy-4-methylpiperidine-1-carbonyl)-5,6-dihydrocyclopenta[c]pyrazol-1(4H)-yl]ethan-1-one